C(C)(C)C1=CC(=CC2=C1N(C(N2C)=O)C)N2C1=C(OCC2)N=C(N=C1)C=1C=CC(=NC1)C(=O)O 5-(5-(7-isopropyl-1,3-dimethyl-2-oxo-2,3-dihydro-1H-benzo[d]imidazol-5-yl)-6,7-dihydro-5H-pyrimido[4,5-b][1,4]oxazin-2-yl)picolinic acid